2-[4-methoxy-6-(trifluoromethyl)pyrimidin-5-yl]-9-[[4-[1-methyl-4-(trifluoromethyl)imidazol-2-yl]phenyl]methyl]-7-(2,2,2-trifluoroethyl)purin-8-imine COC1=NC=NC(=C1C1=NC=C2N(C(N(C2=N1)CC1=CC=C(C=C1)C=1N(C=C(N1)C(F)(F)F)C)=N)CC(F)(F)F)C(F)(F)F